1-[(2R,4S,5R)-4-[(tert-butyldimethylsilyl)oxy]-5-{[(tert-butyldimethylsilyl)oxy]methyl}-5-ethenyloxolan-2-yl]-5-fluoro-3H-pyrimidine-2,4-dione [Si](C)(C)(C(C)(C)C)O[C@H]1C[C@@H](O[C@]1(C=C)CO[Si](C)(C)C(C)(C)C)N1C(NC(C(=C1)F)=O)=O